5-((6-(4-(2-Methoxyethyl)piperazin-1-yl)imidazo[1,2-b]pyridazin-3-yl)ethynyl)-N-(4-((4-methylpiperazin-1-yl)methyl)-3-(trifluoromethyl)phenyl)nicotinamide COCCN1CCN(CC1)C=1C=CC=2N(N1)C(=CN2)C#CC=2C=NC=C(C(=O)NC1=CC(=C(C=C1)CN1CCN(CC1)C)C(F)(F)F)C2